[3-(hydroxymethyl)cyclobutyl]4-methylbenzenesulfonate OCC1CC(C1)OS(=O)(=O)C1=CC=C(C=C1)C